C(CC(O)(C(=O)O)CC(=O)O)(=O)O.C(C)OC[C@]1(CN(CC1)C(C)(C)C=1C=CC(=NC1)C)CCC1=CC2=C(S1)C=CC(=C2)F |o1:17| (R or S)-5-(2-(3-(ethoxy-methyl)-3-(2-(5-fluoro-benzo[b]thiophen-2-yl)ethyl)pyrrolidin-1-yl)propan-2-yl)-2-methylpyridine citrate